tert-butyl-4-[2-(difluoromethyl)-6-(methylcarbamoyl)-3-pyridinyl]Piperazine-1-carboxylic acid C(C)(C)(C)C1N(CCN(C1)C=1C(=NC(=CC1)C(NC)=O)C(F)F)C(=O)O